C(CC=C)OC1=CC(=CC=C1)C1CC1 1-(but-3-en-1-yloxy)-3-cyclopropylbenzene